NC1=C(C(=NN1C1COCC1)C1=C(C=C(C=C1)CNC(C1=C(C=CC=C1)OC)=O)F)C#N N-[[4-(5-amino-4-cyano-1-tetrahydrofuran-3-yl-pyrazol-3-yl)-3-fluoro-phenyl]methyl]-2-methoxy-benzamide